(E)-4-bromo-N-((dimethylamino)methylene)-3-methoxybenzamide BrC1=C(C=C(C(=O)/N=C/N(C)C)C=C1)OC